(2,3-dihydro-1H-indene-2-carbonyl)-4-nitrobenzenesulfonohydrazide C1C(CC2=CC=CC=C12)C(=O)C1=C(C=CC(=C1)[N+](=O)[O-])S(=O)(=O)NN